ClC=1N=C(C2=C(N1)C(=C(N=C2C2CC2)Cl)F)Cl 2,4,7-trichloro-5-cyclopropyl-8-fluoro-pyrido[4,3-d]pyrimidine